C1(=CC=CC=C1)N(S(=O)(=O)C1=CC=CC=C1)SC(Cl)(Cl)Cl N-phenyl-N-[(trichloromethyl)thio]benzenesulphonamide